diethylamino lactate C(C(O)C)(=O)ON(CC)CC